ClC1=C(C=C(C=C1)C#N)C=1C=C2C(=NNC2=CC1)NC(=O)C1CNC2(CC1)CCCCC2 N-[5-(2-chloro-5-cyanophenyl)-1H-indazol-3-yl]-1-azaspiro[5.5]undecane-3-carboxamide